CC1=C(C=CC(=C1)C1=CN=CO1)NC(=O)C1COC2=CC=CC=C2C1 N-(2-methyl-4-(oxazol-5-yl)phenyl)chromane-3-carboxamide